Cl.CC=1C=C(C=CC1OC1=CC=2N(C=C1)N=CN2)NC=2C1=C(N=CN2)C=CC(=N1)N1C[C@H](NCC1)C N-(3-methyl-4-{[1,2,4]triazolo[1,5-a]pyridin-7-yloxy}phenyl)-6-[(3R)-3-methylpiperazin-1-yl]pyrido[3,2-d]pyrimidin-4-amine hydrochloride